(3R,5R,8R,9S,10S,13S,14S,17S)-N-(5-cyanopyrazin-2-yl)-3-hydroxy-3-(methoxymethyl)-10,13-dimethylhexadecahydro-1H-cyclopenta[a]phenanthrene-17-carboxamide C(#N)C=1N=CC(=NC1)NC(=O)[C@H]1CC[C@H]2[C@@H]3CC[C@@H]4C[C@](CC[C@@]4([C@H]3CC[C@]12C)C)(COC)O